tert-butyl ((5-((5-((2-((tert-butyldimethylsilyl)oxy)ethyl)carbamoyl)-[1,1'-biphenyl]-3-yl)sulfonyl)thiazol-2-yl)methyl)carbamate [Si](C)(C)(C(C)(C)C)OCCNC(=O)C=1C=C(C=C(C1)C1=CC=CC=C1)S(=O)(=O)C1=CN=C(S1)CNC(OC(C)(C)C)=O